C1(CCCCCCC1)C(NC(=O)C=1C(=NOC1)C)C1=NC2=C(N1)C=CC(=C2F)C2CCOCC2 N-{cyclooctyl-[4-fluoro-5-(tetrahydropyran-4-yl)-1H-benzoimidazol-2-yl]methyl}-3-methylisoxazole-4-carboxamide